C(CCCCC)C(C(=O)OCCCCCCN(CCO)CCCCCCOC(=O)OC(CCCCCCCC)CCCCCCCC)CCCCCCCC 6-((6-(((heptadecan-9-yloxy)carbonyl)oxy)hexyl)(2-hydroxyethyl)amino)hexyl 2-hexyldecanoate